ClC1=C(C=C(C=C1)C1=CC=C(C=C1)C=1N=NNC1C(=O)O)S(N)(=O)=O 4-(4'-chloro-3'-sulfamoyl-[1,1'-biphenyl]-4-yl)-1H-1,2,3-triazole-5-carboxylic acid